C(C=C)(=O)NC1=C(C=C(C(=O)OC)C=C1)C1=C(N=C2N(C1=O)C1=C(N2CC(=O)NC2=CC=C(C=C2)F)C=CC=C1)CC Methyl 4-acrylamido-3-(2-ethyl-10-(2-((4-fluorophenyl)amino)-2-oxoethyl)-4-oxo-4,10-dihydrobenzo[4,5]imidazo[1,2-a]pyrimidin-3-yl)benzoate